C(C)OC(=O)C=1[C@H]2C=C[C@@H](C1)CC2 (1R,4S)-bicyclo[2.2.2]octa-2,5-diene-2-carboxylic acid ethyl ester